tert-butyl 2-(4-(chroman-4-ylmethyl)-2-(2-isopropylphenyl) piperazin-1-yl)-7-azaspiro[3.5]nonane-7-carboxylate O1CCC(C2=CC=CC=C12)CN1CC(N(CC1)C1CC2(C1)CCN(CC2)C(=O)OC(C)(C)C)C2=C(C=CC=C2)C(C)C